ClC=1C=NN2C1N=C(N=C2C2(CCC(CC2)N(C)C)N)C2=C(C=C(C=C2F)F)F 1-(8-chloro-2-(2,4,6-trifluorophenyl)pyrazolo[1,5-a][1,3,5]triazin-4-yl)-N4,N4-dimethylcyclohexane-1,4-diamine